O1CCC(CC1)N1N=CC(=C1)C1=NN2C(=NC=3C=CC=CC3C2=N1)NC=1C(N=CC=CC1)=O (3R)-3-({2-[1-(oxacyclohex-4-yl)-1H-pyrazol-4-yl][1,2,4]triazolo[1,5-c]quinazolin-5-yl}amino)azepin-2-one